(R)-4-oxochroman-2-carboxylic acid O=C1C[C@@H](OC2=CC=CC=C12)C(=O)O